Cl.CNCCCC(=O)O 4-(methylamino)butanoic acid hydrochloride